FC1=C(C=C(C(=C1)C(F)(F)F)F)NS(=O)(=O)C1=CNC(=C1)C=1C(=NC=CC1F)OC N-[2,5-difluoro-4-(trifluoromethyl)phenyl]-5-(4-fluoro-2-methoxy-3-pyridyl)-1H-pyrrole-3-sulfonamide